4-methoxycinnamaldehyde COC1=CC=C(C=CC=O)C=C1